N-methyl-N-(2-oxo-4-(o-tolyl)-2H-chromen-7-yl)glycylglycine CN(CC(=O)NCC(=O)O)C1=CC=C2C(=CC(OC2=C1)=O)C1=C(C=CC=C1)C